(2-{2-[4-(5-fluoro-1-methylindazol-6-yl)pyrazolo[3,4-c]pyridin-1-yl]acetamido}acetamido)acetic acid FC=1C=C2C=NN(C2=CC1C1=C2C(=CN=C1)N(N=C2)CC(=O)NCC(=O)NCC(=O)O)C